O[C@@H]1[C@H](CCCC1)NC(=O)C1=CC(=C2C(=N1)CCO2)CC=2C=NC(=CC2)OC N-((1S,2S)-2-hydroxycyclohexyl)-7-((6-methoxypyridin-3-yl)methyl)-2,3-dihydrofuro[3,2-b]pyridine-5-carboxamide